3,6-bis(5-bromothieno[3,2-b]thiophen-2-yl)-4,5-dichloro-N-hexadecylphthalimide BrC1=CC=2SC(=CC2S1)C1=C2C(C(=O)N(C2=O)CCCCCCCCCCCCCCCC)=C(C(=C1Cl)Cl)C1=CC2=C(S1)C=C(S2)Br